6-[3,5-dichloro-4-(2-hydroxypropoxy)phenyl]-5-methyl-4,5-dihydro-2H-pyridazin-3-one ClC=1C=C(C=C(C1OCC(C)O)Cl)C=1C(CC(NN1)=O)C